ClC1=CC=C(C=C1)C1=NN(C(C=C1)=O)CC(=O)NC1CCCC1 2-(3-(4-chlorophenyl)-6-oxopyridazin-1(6H)-yl)-N-cyclopentylacetamide